FC(C(CC(=O)C=1OC=CC1)=O)(F)F trifluoro-1-(2-furyl)-1,3-butanedione